COC1=CC=C(C=C1)C=1C=CC=C2C=NC(=NC12)NC1=CC(=CC=C1)S(=O)(=O)N1CCN(CC1)C 8-(4-(methoxy)phenyl)-N-(3-((4-methylpiperazin-1-yl)sulfonyl)phenyl)quinazolin-2-amine